C12(C=CN=C3C4=NC=CC=C4C=C13)C=CC=C1C3=CC=CC=C3C=C12 4,5-diazaspirobifluorene